FC1=CC(=C(OC2=C(C(=O)O)C=CC(=N2)C)C=C1)C 2-(4-fluoro-2-methylphenoxy)-6-methylnicotinic acid